ONC(=O)C1=CC=2C[C@H]3N(CC2C=C1)C(COC3)=O (R)-N-hydroxy-4-oxo-1,3,4,6,11,11a-hexahydro-[1,4]oxazino[4,3-b]isoquinoline-9-carboxamide